CC1(COC2(OC1)CC1CC(CC1C2)CO)C (5',5'-dimethylhexahydro-1H-spiro[pentalene-2,2'-[1,3]dioxan]-5-yl)methanol